COC(=O)C1CC(C1)CO.C[SiH](C1=CC=C(C=C1)Cl)C1=CC=C(C=C1)Cl Methylbis(4-chlorophenyl)silane methyl-3-(hydroxymethyl)cyclobutane-1-carboxylate